ClC=1C=C(C=CC1N1C(N(CC1)C)=O)C1=C(C(=CC(=C1)F)C=1C=NC(=C(C1)N1CCNCC1)CC)O 1-(3-chloro-3'-(6-ethyl-5-(piperazin-1-yl)pyridin-3-yl)-5'-fluoro-2'-hydroxy-[1,1'-biphenyl]-4-yl)-3-methylimidazolidin-2-one